2-acetyl-6-methoxy-1-methylene-3,4-dihydro-β-carboline C(C)(=O)N1C(C=2NC3=CC=C(C=C3C2CC1)OC)=C